3-{5-methyl-2-[trans-4-(trifluoromethyl)cyclohexyl]Pyrazolo[1,5-a]Pyrimidin-7-yl}-1lambda6-thiacyclohexane-1,1-dione CC1=NC=2N(C(=C1)C1CS(CCC1)(=O)=O)N=C(C2)[C@@H]2CC[C@H](CC2)C(F)(F)F